(S)-2-(((2,3-dihydrobenzo[b][1,4]dioxin-6-yl)methyl)amino)-9-(5,6,7,8-tetrahydro-1,8-naphthyridin-2-yl)nonanoic acid methyl ester COC([C@H](CCCCCCCC1=NC=2NCCCC2C=C1)NCC1=CC2=C(OCCO2)C=C1)=O